BrC1=CC(=C2C(=C(C=NC2=C1)S(=O)(=O)NC(C)C)NC=1C=C(C(=O)O)C=C(C1)OC1=CC(=CC(=C1)F)F)F 3-((7-bromo-5-fluoro-3-(N-isopropylaminosulfonyl)quinolin-4-yl)amino)-5-(3,5-difluorophenoxy)benzoic acid